C1=CC(=C2CN3C=CC=C3C=C12)CCCCCCCCCCNC(=O)O α,4a-diaza-s-indacen-3-lauric acid